1,3-bis((2,2-dimethyl-1,3-dioxan-5-yl)methoxy)-2-(((2,2-dimethyl-1,3-dioxan-5-yl)methoxy)methyl)propan-2-amine CC1(OCC(CO1)COCC(COCC1COC(OC1)(C)C)(N)COCC1COC(OC1)(C)C)C